(3,3-dimethylbutylamino)-N,N-dimethyl-5-nitro-benzenesulfonamide CC(CCNC1=C(C=C(C=C1)[N+](=O)[O-])S(=O)(=O)N(C)C)(C)C